ethyl 2-(2-methylphenyl)-4,6-diphenylnicotinate CC1=C(C=CC=C1)C1=C(C(=O)OCC)C(=CC(=N1)C1=CC=CC=C1)C1=CC=CC=C1